tert-butyl [3-(2-azidoethoxy)propoxy]acetate N(=[N+]=[N-])CCOCCCOCC(=O)OC(C)(C)C